(2S,3R,4S,5R)-3-(3,4-difluoro-2-methoxyphenyl)-4,5-dimethyl-N-(3-oxo-2,3-dihydro-1H-isoindol-5-yl)-5-(trifluoromethyl)oxapentane-2-carboxamide FC=1C(=C(C=CC1F)[C@H]([C@H](O)C(=O)NC=1C=C2C(NCC2=CC1)=O)[C@@H]([C@H](C(F)(F)F)C)C)OC